C(=O)C1=CC=C(CC2=CC3=C(N(C=N3)C)C=C2CC2=CC=C(C=C2)C=O)C=C1 5,6-bis(4-formylbenzyl)-1-methylbenzimidazole